1-beta-D-ribofuranosyl-1H-imidazo[4,5-c]pyridin-4-amine [C@@H]1([C@H](O)[C@H](O)[C@H](O1)CO)N1C=NC=2C(=NC=CC21)N